NCC1=CC=C(CSC2=NC(=C(C(=C2C#N)CC)C#N)N(C)C)C=C1 2-((4-(aminomethyl)benzyl)thio)-6-(dimethylamino)-4-ethylpyridine-3,5-dicarbonitrile